N(C(=N)N)C=1C=C(C[C@@H](N)C(=O)O)C=CC1 3-guanidino-D-phenylalanine